rac-6-(6-(6-(((3R,4S)-3-fluoro-2,2,6,6-tetramethylpiperidin-4-yl)oxy)pyridazin-3-yl)-5-(methoxymethoxy)pyridin-3-yl)-2,8-dimethylimidazo[1,2-b]pyridazine F[C@@H]1C(NC(C[C@@H]1OC1=CC=C(N=N1)C1=C(C=C(C=N1)C=1C=C(C=2N(N1)C=C(N2)C)C)OCOC)(C)C)(C)C |r|